2-[2-(aminomethyl)-3,3-difluoro-allyl]-4-[[5-[3-(1-ethylpyrazol-4-yl)phenyl]-2-thienyl]methyl]-1,2,4-triazol-3-one NCC(CN1N=CN(C1=O)CC=1SC(=CC1)C1=CC(=CC=C1)C=1C=NN(C1)CC)=C(F)F